5-methoxy-6-(trifluoromethyl)indoline tert-butyl-6-((4-fluorobenzyl)carbamoyl)-2,6-diazaspiro[3.3]heptane-2-carboxylate C(C)(C)(C)OC(=O)N1CC2(C1)CN(C2)C(NCC2=CC=C(C=C2)F)=O.COC=2C=C1CCNC1=CC2C(F)(F)F